(S)-2-(8-phenyl-3,4-dihydro-2H-benzo[b][1,4]oxazine-4-carbonyl)pyrrolidine-1-carbonitrile C1(=CC=CC=C1)C1=CC=CC2=C1OCCN2C(=O)[C@H]2N(CCC2)C#N